C1(C=CC(N1CCCCCCO)=O)=O 6-Maleimido-1-hexanol